CC(=CC(C(=O)O)CC(=O)O)C 2-(2-methylpropenyl)succinic acid